FC1CNCCC1=O 3-fluoro-4-oxopiperidine